Boron-antimony [Sb].[B]